C(C1=CC=CC=C1)NC(C(C1=CC=NC=C1)N(C(CCCN1CC=CC=C1)=O)CCC(C)C)=O N-(2-(benzylamino)-2-oxo-1-(pyridin-4-yl)ethyl)-N-isopentyl-4-(pyridin-1-yl)butanamide